4-bromo-2-(trifluoromethoxy)aniline ethyl-3-(3-(7-((2-hydroxyethyl)sulfonyl)-2,6,6-trimethyl-1-(2-methylhydrazineyl)-1-oxoheptan-2-yl)phenyl)propanoate C(C)OC(CCC1=CC(=CC=C1)C(C(=O)NNC)(CCCC(CS(=O)(=O)CCO)(C)C)C)=O.BrC1=CC(=C(N)C=C1)OC(F)(F)F